NC1=C2C(=NC=N1)N(N=C2C=2C=NC=C(C2)O)C(C)C=2OC(C1=CC=CC=C1C2C2=CC(=C(C=C2)Cl)CN(C)C)=O 3-{1-[4-Amino-3-(5-hydroxypyridin-3-yl)-1H-pyrazolo[3,4-d]pyrimidin-1-yl]ethyl}-4-{4-chloro-3-[(dimethylamino)methyl]phenyl}-1H-isochromen-1-one